BrC1=CN=C2N1N=C(C=C2)NCCO 2-((3-bromoimidazo[1,2-b]pyridazin-6-yl)amino)ethanol